C(C1=CC=CC=C1)N1CCC=C(C1)OC1CN(C1)C(=O)OCCCC butyl 3-[(1-benzyl-3,6-dihydro-2H-pyridin-5-yl)oxy]azetidine-1-carboxylate